C(=O)O.NC1=CC=C(C(=N1)COCC=1C=C(C(=C(C1)NC1=C(C(=O)NC([2H])([2H])[2H])C=CC(=N1)Cl)OC)C1=NN(C=C1)C1CC1)F ((5-(((6-amino-3-fluoropyridin-2-yl)methoxy)methyl)-3-(1-cyclopropyl-1H-pyrazol-3-yl)-2-methoxyphenyl)amino)-6-chloro-N-(methyl-d3)nicotinamide formate